chloro-4-fluoro-benzylamide Cl[N-]CC1=CC=C(C=C1)F